BrC=1C(=C2C=3C(=NC(=NC3C1F)Cl)N(CCO2)CCN(C)C)F 2-(9-Bromo-2-chloro-8,10-difluoro-5,6-dihydro-4H-[1,4]oxazepino[5,6,7-de]quinazolin-4-yl)-N,N-dimethylethan-1-amine